C(=O)OCCOC1=CC(=NC=C1)C=1N=C(C2=C(N1)CCC2)N(C)CC2=NN=CN2C2=CC(=CC=C2)F 2-([2-[4-([[4-(3-fluorophenyl)-1,2,4-triazol-3-yl]methyl](methyl)amino)-5H,6H,7H-cyclopenta[d]pyrimidin-2-yl]pyridin-4-yl]oxy)ethanol formate